CC=1[C@H](C2=CC(=CC=C2C1)C)N (1R,2S)-2,6-dimethyl-1-indeneamine